(E)-2-((1-benzyl-4-fluoropiperidin-4-yl)methylene)-5-(1,2,3,6-tetrahydropyridin-4-yl)-2,3-dihydro-1H-inden-1-one C(C1=CC=CC=C1)N1CCC(CC1)(F)\C=C/1\C(C2=CC=C(C=C2C1)C=1CCNCC1)=O